(S)-N-(6-((S)-1-cyanospiro[2.2]pentan-1-yl)isoquinolin-3-yl)-1-(1-methyl-1H-pyrazol-4-yl)pyrrolidine-3-carboxamide C(#N)[C@]1(CC12CC2)C=2C=C1C=C(N=CC1=CC2)NC(=O)[C@@H]2CN(CC2)C=2C=NN(C2)C